ClC1=C(C=C(C=C1C)F)[C@H]1N(CC[C@H]1N1CCN(CC1)C(=O)OC(C)(C)C)C(CN1N=C(C=C1C(F)(F)F)C1CC1)=O tert-butyl 4-[(2R,3R)-2-(2-chloro-5-fluoro-3-methyl-phenyl)-1-[2-[3-cyclopropyl-5-(trifluoromethyl)pyrazol-1-yl]acetyl]pyrrolidin-3-yl]piperazine-1-carboxylate